(2-methoxy)ethyl-propylamide COCC[N-]CCC